6-bromo-N-[(1R)-1-[2-fluoro-3-(trifluoromethyl)phenyl]ethyl]-2-(hydroxymethyl)-2,3-dihydroimidazo[1,2-a]pyridine-8-carboxamide BrC=1C=C(C=2N(C1)CC(N2)CO)C(=O)N[C@H](C)C2=C(C(=CC=C2)C(F)(F)F)F